ClC=1C=NC=2C=CC(N3C2C1O[Si](C3)(C)C)=O 10-Chloro-2,2-dimethyl-2,3-dihydro-5H-[1,4,2]oxazasilino[6,5,4-de][1,5]naphthyridin-5-one